(3-tert-butylpyrazolo[1,5-a]pyridin-5-yl)boronic acid C(C)(C)(C)C=1C=NN2C1C=C(C=C2)B(O)O